FC1=CC=C(C=C1)C1=NC(=NC(=C1CBr)C(C)C)N(S(=O)(=O)C)C 4-(4-fluorophenyl)-6-isopropyl-2-(N-methyl-N-methylsulfonyl-amino)-pyrimidin-5-yl-monobromomethane